C(CCOC=1C(=CC2=C(N=C[C@H]3N(C2=O)CC(C3)=C)C1)OC)OC=1C(=CC3=C(N=C[C@H]2N(C3=O)CC(C2)=C)C1)OC (11aS,11a'S)-8,8'-(propane-1,3-diylbis(oxy))bis(7-methoxy-2-methylene-2,3-dihydro-1H-benzo[e]pyrrolo[1,2-a][1,4]diazepin-5(11aH)-one)